ClC=1C(=CC2=C([C@@H]([C@](O2)(C2=CC=CC=C2)CN(C(OC(C)(C)C)=O)C)C)C1B1OC(C(O1)(C)C)(C)C)F tert-butyl (((2S,3S)-5-chloro-6-fluoro-3-methyl-2-phenyl-4-(4,4,5,5-tetramethyl-1,3,2-dioxaborolan-2-yl)-2,3-dihydrobenzofuran-2-yl)methyl)(methyl)carbamate